Cl.N[C@@H]1CN(C[C@@H](C1)C)C(=O)C1=CC2=C(N(C(=N2)C=2N(C3=CC=CC=C3C2)CC)C)C=C1 cis-(3-amino-5-methylpiperidin-1-yl)(2-(1-ethyl-1H-indol-2-yl)-1-methyl-1H-benzo[d]imidazol-5-yl)methanone hydrochloride salt